N1C=C(C2=CC=CC=C12)NC(C1=CC(=CC=C1)OC1=CC=NC2=CC=CC=C12)=O N-(1H-indol-3-yl)-3-(4-quinolinyloxy)benzamide